1,1,1-trifluoro-2,2-bis(3-methyl-5-nitro-4-hydroxyphenyl)ethane FC(C(C1=CC(=C(C(=C1)[N+](=O)[O-])O)C)C1=CC(=C(C(=C1)[N+](=O)[O-])O)C)(F)F